FC1(CCC=2N(C1)C(N(N2)C2=CC(=C(C(=O)NC1=C(C=CC=C1F)F)C=C2F)O[C@H](C(F)(F)F)C)=O)F 4-(6,6-Difluoro-3-oxo-5,6,7,8-tetrahydro[1,2,4]triazolo[4,3-a]pyridin-2(3H)-yl)-N-(2,6-difluorophenyl)-5-fluoro-2-{[(2S)-1,1,1-trifluoropropan-2-yl]oxy}benzamid